(1S,2S)-2-(cyclopropylmethoxy)-2,3-dihydro-1H-inden-1-amine C1(CC1)CO[C@@H]1[C@H](C2=CC=CC=C2C1)N